N-(6-(2-chloro-5-fluorophenyl)-1-cyano-3-(2,2-difluoroethyl)-6-hydroxy-8-oxo-3,6,7,8-tetrahydropyrrolo[3,4-e]indazol-5-yl)-3-fluoro-5-(trifluoromethyl)benzamide ClC1=C(C=C(C=C1)F)C1(NC(C=2C=3C(=NN(C3C=C(C21)NC(C2=CC(=CC(=C2)C(F)(F)F)F)=O)CC(F)F)C#N)=O)O